P(O)(=O)(OP(=O)(O)OP(=O)(O)O)OC[C@@H]1[C@H]([C@H]([C@@](O1)(N1C(=O)NC(=O)C(=C1)N)CC=C)O)O 5-amino allyl uridine-5'-triphosphate